C(C)OC1=NC=CC=C1C=1C=C(C=2N(N1)C(=NC2C(C)C)C)NCC2=NC=CC=N2 (2-ethoxy-3-pyridyl)-5-isopropyl-7-methyl-N-(pyrimidin-2-ylmethyl)imidazo[1,5-b]pyridazin-4-amine